CCCCCCN=C=O The molecule is an isocyanate in which a single isocyanato substituent is located at C-1 of a hexane molecule; found to be immunogenic in guinea pigs. It has a role as an immunomodulator and an allergen.